5-(8-((4'-chloro-[1,1'-biphenyl]-2-yl)methyl)-3,8-diazabicyclo[3.2.1]oct-3-yl)-2-(2,6-dioxopiperidin-3-yl)-6-fluoroisoindoline-1,3-dione ClC1=CC=C(C=C1)C1=C(C=CC=C1)CN1C2CN(CC1CC2)C=2C=C1C(N(C(C1=CC2F)=O)C2C(NC(CC2)=O)=O)=O